ClC=1C(=NC(=NC1)N(C)C)NC=1C=C2C=C(C(N(C2=CC1)CCOC=1C=C2C(N(C(C2=CC1)=O)C1C(NC(CC1)=O)=O)=O)=O)OCC(=O)NC 2-[(6-[[5-chloro-2-(dimethylamino)pyrimidin-4-yl]amino]-1-(2-[[2-(2,6-dioxopiperidin-3-yl)-1,3-dioxoisoindol-5-yl]oxy]ethyl)-2-oxoquinolin-3-yl)oxy]-N-methylacetamide